C(C1=CC=CC=C1)N(CC(=O)O)CC1=CC=CC=C1 N,N-dibenzyl-glycine